1-(Bromomethyl)-4-methyl-2-fluorobenzene BrCC1=C(C=C(C=C1)C)F